1,4-Dihydro-6-[(1-methoxy-2-methyl-3-indolizinyl)carbonyl]-N,N,1-trimethyl-2,4-dioxo-3(2H)-quinazolineacetamide COC=1C(=C(N2C=CC=CC12)C(=O)C=1C=C2C(N(C(N(C2=CC1)C)=O)CC(=O)N(C)C)=O)C